COC(C(C)(C)C1=CC(=C2[C@H]3[C@H](C(OC2=C1)(C)C)CC=C(C3)C)O)=O Methyl-2-((6aR,10aR)-6a,7,10,10a-tetrahydro-1-hydroxy-6,6,9-trimethyl-6H-benzo[c]chromen-3-yl)-2-methylpropanoate